CN([C@@H]1CN2C(OC1)=C(C=N2)S(=O)(N)=NC(NC2=C1CCCC1=CC=1CCCC21)=O)C (6R)-6-(dimethylamino)-N'-((1,2,3,5,6,7-hexahydro-s-indacen-4-yl)carbamoyl)-6,7-dihydro-5H-pyrazolo[5,1-b][1,3]oxazine-3-sulfonimidamide